N-(4-chlorobenzyl)-N-(1,1-difluorospiro[2.3]hexan-5-yl)-1-((R)-N,4-dimethylphenylsulfonimidoyl)-4-methylpyrrolidine-2-carboxamide ClC1=CC=C(CN(C(=O)C2N(CC(C2)C)[S@](=O)(=NC)C2=CC=C(C=C2)C)C2CC3(CC3(F)F)C2)C=C1